FC1=C(C(=C(C(=C1F)F)F)F)P(C1=C(C(=C(C(=C1F)F)F)F)F)=O bis(2,3,4,5,6-pentafluorophenyl)phosphine oxide